tert-butyl (E,2S)-7-(dimethylamino)-2-[methyl-[2-(methylamino)ethyl]carbamoyl]oxy-7-oxo-hept-5-enoate CN(C(/C=C/CC[C@@H](C(=O)OC(C)(C)C)OC(N(CCNC)C)=O)=O)C